NC=1C2=C(N=CN1)C(=NC(=C2)NC2CC(C2)O)C=2C(=C(C=CC2C)O)C 3-((R)-4-amino-6-(((1r,3R)-3-hydroxycyclobutyl)amino)pyrido[3,4-d]pyrimidin-8-yl)-2,4-dimethylphenol